6-chloro-3-fluoro-8-[(1S,2S)-2-[4-(trifluoromethyl)phenyl]cyclopropyl]imidazo[1,2-b]pyridazine ClC=1C=C(C=2N(N1)C(=CN2)F)[C@@H]2[C@H](C2)C2=CC=C(C=C2)C(F)(F)F